3-(2-(azetidin-1-yl)ethyl)-4,5-difluoro-1-(tetrahydro-2H-pyran-2-yl)-1H-indazole N1(CCC1)CCC1=NN(C2=CC=C(C(=C12)F)F)C1OCCCC1